C(C1=CC=CC=C1)(=O)O[C@@H]1[C@@H](OC)O[C@@H]([C@H]([C@@H]1OC(C1=CC=CC=C1)=O)OC(C1=CC=CC=C1)=O)COC(C1=CC=CC=C1)=O methyl 2,3,4,6-tetra-O-benzoyl-α-D-mannopyranoside